C(=C)OCNC(S)=S.[Na] sodium N-(vinyloxymethyl)dithiocarbamic acid